3-(4-(2-((1R,3s,5S)-bicyclo[3.1.0]hexan-3-yl)-2-(3-methylisoxazole-4-carboxamido)acetamido)phenyl)-4-chloro-2-methylpyridine 1-oxide [C@H]12CC(C[C@@H]2C1)C(C(=O)NC1=CC=C(C=C1)C=1C(=[N+](C=CC1Cl)[O-])C)NC(=O)C=1C(=NOC1)C